FC(C=1C=C(C(C(=O)O)=CC1)C(=O)O)(F)F 4-trifluoromethylphthalic acid